(S)-3-((1R,3R)-1-(6-fluoro-3-(2-((3-fluoropropyl)(methyl-d3)amino)ethoxy)-2-methylphenyl)-3-methyl-1,3,4,9-tetrahydro-2H-pyrido[3,4-b]indol-2-yl)-2-methylpropanoic acid FC1=CC=C(C(=C1[C@H]1N([C@@H](CC2=C1NC1=CC=CC=C21)C)C[C@@H](C(=O)O)C)C)OCCN(C([2H])([2H])[2H])CCCF